(2-((1-(piperidin-4-yl)-1H-pyrazol-4-yl)amino)-5-(trifluoromethyl)pyrimidin-4-yl)benzoic acid methyl ester hydrochloride Cl.COC(C1=C(C=CC=C1)C1=NC(=NC=C1C(F)(F)F)NC=1C=NN(C1)C1CCNCC1)=O